(2s,4s)-N2-(3-chloro-4-fluorophenyl)-N2,N4,N4-trimethyl-1-[6-methyl-4-(trifluoromethyl)pyridin-2-yl]Pyrrolidine-2,4-dicarboxamide ClC=1C=C(C=CC1F)N(C(=O)[C@H]1N(C[C@H](C1)C(=O)N(C)C)C1=NC(=CC(=C1)C(F)(F)F)C)C